N-((3,5-dichloropyridin-2-yl)methylene)-2-methylpropane-2-sulfinamide ClC=1C(=NC=C(C1)Cl)C=NS(=O)C(C)(C)C